ethyl 1-(3,4-dimethylphenyl)-5-amino-1H-pyrazole-4-carboxylate CC=1C=C(C=CC1C)N1N=CC(=C1N)C(=O)OCC